F[P-](F)(F)(F)(F)F.C[NH+]1CCCC1 methylpyrrolidinium hexafluorophosphate